(2'-fluoro-5'-methoxy-4-(((tetrahydro-2H-pyran-2-yl)oxy)methyl)-[1,1'-biphenyl]-2-yl)methanol FC1=C(C=C(C=C1)OC)C1=C(C=C(C=C1)COC1OCCCC1)CO